1-ethyl-N-(4-fluoro-3-methylphenyl)-5-(2-(((1s,4s)-4-hydroxycyclohexyl)amino)-2-oxoacetyl)-2,4-dimethyl-1H-pyrrole-3-carboxamide C(C)N1C(=C(C(=C1C(C(=O)NC1CCC(CC1)O)=O)C)C(=O)NC1=CC(=C(C=C1)F)C)C